7-[(3R)-3-(dimethylamino)pyrrolidin-1-yl]-2-(4-ethyl-6-methylpyrazolo[1,5-a]pyrazin-2-yl)-9-methyl-4H-pyrido[1,2-a]pyrimidin-4-one CN([C@H]1CN(CC1)C=1C=C(C=2N(C(C=C(N2)C2=NN3C(C(=NC(=C3)C)CC)=C2)=O)C1)C)C